ClC1=NN(C2=NC(=NC=C21)Cl)CCCOC2=NN(C=C2[N+](=O)[O-])C2CC(OCC2)C 3,6-dichloro-1-(3-((1-(2-methyltetrahydro-2H-pyran-4-yl)-4-nitro-1H-pyrazol-3-yl)oxy)propyl)-1H-pyrazolo[3,4-d]pyrimidine